methyl 5-(imino (methylthio) methyl)-2-isopropyl-4-methylbenzoate N=C(C=1C(=CC(=C(C(=O)OC)C1)C(C)C)C)SC